C(#N)C1=CC=C(C=C1)C1=CC=C(OCCCCCCOC(=O)C2=CC(=CC=C2C=2C(=CC3=CC=C(C=C3C2)OCCCCCCOC(C=C)=O)C(=O)[O-])OC(=O)C2=CC3=CC=C(C=C3C=C2)OCCCCCCOC(C=C)=O)C=C1 3-[6-[4-(4-cyanophenyl)phenoxylhexoxycarbonyl]-4-[6-(6-prop-2-enoyloxyhexoxy)naphthalene-2-carbonyl]oxy-phenyl]6-(6-prop-2-enoyloxyhexoxy)naphthalene-2-carboxylate